ClC1=C2C(=CNC2=C(C=C1)NS(=O)(=O)C=1C=NN(C1)[C@@H]([C@H](C)O)C)C#N N-(4-chloro-3-cyano-1H-indol-7-yl)-1-[(1R,2S)-2-hydroxy-1-methylpropyl]pyrazole-4-sulfonamide